ClC=1C=C(C=CC1C#N)N1CC2(CC1C)CCN(CC2)C(=O)OC(C)(C)C tert-butyl 2-(3-chloro-4-cyanophenyl)-3-methyl-2,8-diazaspiro[4.5]decane-8-carboxylate